N-(6-(1,4-dimethyl-1H-pyrazol-5-yl)-4-oxo-4,5-dihydrothiazolo[4,5-c]pyridin-2-yl)acetamide CN1N=CC(=C1C1=CC2=C(C(N1)=O)N=C(S2)NC(C)=O)C